[Na].C1(=CC=CC=C1)CC 2-phenyl-ethane sodium